7-{3-[(dimethyl-1,3-thiazol-2-yl)carbamoyl]azetidin-1-yl}-5-methyl-4-oxo-1-(1,2,4-thiadiazol-5-yl)-1,4-dihydro-1,8-naphthyridine-3-carboxylic acid CC1=C(N=C(S1)NC(=O)C1CN(C1)C1=CC(=C2C(C(=CN(C2=N1)C1=NC=NS1)C(=O)O)=O)C)C